ClC1=CC=C(C(=N1)OC1=CC(=NC(=C1)N1CCOCC1)C)C1=CC=C(C=C1)CCN 2-[4-[6-chloro-2-(2-methyl-6-morpholin-4-ylpyridin-4-yl)oxypyridin-3-yl]phenyl]ethanamine